(S)-3-(3-benzylureido)-N-((S)-3-(4-tert-butoxyphenyl)-1-((2,2-diethoxyethyl)(naphthalen-1-ylmethyl)amino)-1-oxopropan-2-yl)-4-hydroxybutanamide C(C1=CC=CC=C1)NC(N[C@@H](CC(=O)N[C@H](C(=O)N(CC1=CC=CC2=CC=CC=C12)CC(OCC)OCC)CC1=CC=C(C=C1)OC(C)(C)C)CO)=O